C(C(C)C)OCC1=CC=C(C=C1)COCC(C)C α,α'-diisobutoxy-p-xylene